C1(=CC=C(C=C1)N1NC(=CC(=N1)C1=CC=C(C=C1)Cl)C1=CC=CC=C1)C1=CC=CC=C1 2-([1,1'-biphenyl]-4-yl)-4-(4-chlorophenyl)-6-phenyltriazine